1-(2-fluorobenzyl)-3-(isoxazol-3-yl)-1H-1,2,4-triazole-5-carboxylic acid FC1=C(CN2N=C(N=C2C(=O)O)C2=NOC=C2)C=CC=C1